ClC=1C(=NC(=NC1)NC=1C(=NN(C1)C1CN(CC1)C)C)NCCCN1C(CC1)=O 1-(3-((5-chloro-2-((3-methyl-1-(1-methylpyrrolidin-3-yl)-1H-pyrazol-4-yl)amino)pyrimidin-4-yl)amino)propyl)azetidin-2-one